O1C(=NC2=C1C=CC=C2)NC=2OC1=C(N2)C=C(C=C1)CN1CC(C1)(C(=O)NCCOCCO)O 1-((2-(benzo[d]oxazol-2-ylamino)benzo[d]oxazol-5-yl)methyl)-3-hydroxy-N-(2-(2-hydroxyethoxy)ethyl)azetidine-3-carboxamide